4-(16-1H-tetrazol-5-yl-hexadecanoylsulfonyl)butyric acid N1N=NN=C1CCCCCCCCCCCCCCCC(=O)S(=O)(=O)CCCC(=O)O